trans-(2E)-4-(diethylamino)-N-[3-[(6-(4-hydroxyphenyl)-1H-indazol-4-yl)oxy]cyclobutyl]but-2-enamide C(C)N(C/C=C/C(=O)N[C@@H]1C[C@H](C1)OC1=C2C=NNC2=CC(=C1)C1=CC=C(C=C1)O)CC